ClC=1C=CC(=C(C1)O)C1=C2C(=C(N=N1)NC1CC(OCC1)(C)C)C=NC=C2 5-chloro-2-(4-((2,2-dimethyltetrahydro-2H-pyran-4-yl)amino)pyrido[3,4-d]pyridazin-1-yl)phenol